CS(=O)(=O)NC=1C=C(C=CC1)NC(=O)C1=CC(=CS1)C1=CC=C(C=N1)N1CCN(CC1)C(=O)OC(C)(C)C tert-butyl 4-(6-{5-[(3-methanesulfonamidophenyl) carbamoyl]thiophen-3-yl} pyridin-3-yl)piperazine-1-carboxylate